5-chloro-N-(6-(5-methyloctahydropyrrolo[3,4-c]pyrrole-2-carbonyl)pyridin-2-yl)pyridine-2-carboxamide methyl-4-(6-ethoxypyrazin-2-yl)-2,3-difluorobenzoate COC(C1=C(C(=C(C=C1)C1=NC(=CN=C1)OCC)F)F)=O.ClC=1C=CC(=NC1)C(=O)NC1=NC(=CC=C1)C(=O)N1CC2CN(CC2C1)C